Chlorohexyne diacetate C(C)(=O)O.C(C)(=O)O.ClC#CCCCC